3-amino-N-{2-[3-(difluoromethyl)-4-(ethylamino)pyrrolidin-1-yl]-5,6,7,8-tetrahydroquinolin-6-yl}-6-methylthieno[2,3-b]pyridine-2-carboxamide NC1=C(SC2=NC(=CC=C21)C)C(=O)NC2CC=1C=CC(=NC1CC2)N2CC(C(C2)NCC)C(F)F